[Se]1[Se]O1 Diselenoether